1-hexyl-3-butylpyrrolium cyanide [C-]#N.C(CCCCC)[NH+]1C=C(C=C1)CCCC